(butenyl)palladium (0) C(=CCC)[Pd-]